C(C)N1N=C(N=N1)C=1C=CC(=C(C1)NCC(=O)N1CCC2=C(C=CC=C12)OC)OC 2-((5-(2-ethyl-2H-tetrazol-5-yl)-2-methoxyphenyl)amino)-1-(4-methoxyindolin-1-yl)ethan-1-one